C(C)(C)(C)OC(=O)NC1(CC2=CC(=CC=C2CC1)OC1=C(C=CC=C1)C1=CC(=CC=C1)N(C)C)C(=O)OC methyl 2-((tert-butoxycarbonyl)amino)-7-((3'-(dimethylamino)-[1,1'-biphenyl]-2-yl)oxy)-1,2,3,4-tetrahydronaphthalene-2-carboxylate